OC(C1CCN(CC1)C(=O)OC(C)(C)C)C=1SC=CC1 tert-butyl 4-(hydroxy(thiophen-2-yl)methyl)piperidine-1-carboxylate